FC1CN(CC1F)C(CN1C(C2=C(C=C1)N(C=C2C2=CC(=C(C=C2)F)C(F)(F)F)COC)=O)=O 5-(2-(3,4-difluoropyrrolidin-1-yl)-2-oxoethyl)-3-(4-fluoro-3-(trifluoromethyl)phenyl)-1-(methoxymethyl)-1H-pyrrolo[3,2-c]pyridin-4(5H)-one